NCC1=NC=CC(=C1)C1=C(N=CN1CC(=O)N1CCN(CC1)C(=O)OCC1=CC=CC=C1)C1=CC=C(C=C1)Cl benzyl 4-(2-{5-[2-(aminomethyl)pyridin-4-yl]-4-(4-chlorophenyl)-1H-imidazol-1-yl}acetyl)piperazine-1-carboxylate